F[B-](F)(F)F.C(=O)(O)C1=CC=C(C=C1)[N+]#N 4-carboxybenzenediazonium tetrafluoroborate